ClC=1C(=C(C(=CC1N1C[C@@]2(C(CC2)C(C)(C)N(C)C)CC1)F)S(=O)(=O)N(C1=NC(=CC=C1)F)CC1=C(C=C(C=C1)OC)OC)F chloro-N-[(2,4-dimethoxyphenyl)methyl]-4-[(4R)-3-[1-(dimethylamino)-1-methyl-ethyl]-6-azaspiro[3.4]octan-6-yl]-2,6-difluoro-N-(6-fluoro-2-pyridyl)benzenesulfonamide